C(C1=CC=CC=C1)N1CC(CC1)(CCC=1C(=NC(=CC1)C)Cl)NCC1=CC=C(C=C1)OC 1-benzyl-3-(2-(2-chloro-6-methylpyridin-3-yl)ethyl)-N-(4-methoxybenzyl)pyrrolidine-3-yl-Amine